isopropyl-1-isopropyl-2-octanol C(C)(C)C(C(CCCCCC)O)C(C)C